2-Chloro-1-(3-isobutylphenyl)propan-1-one ClC(C(=O)C1=CC(=CC=C1)CC(C)C)C